FC=1C=C(C=O)C=CC1N1CCCC1 3-fluoro-4-(1-pyrrolidinyl)-benzaldehyde